N=1C(=NN2C1C=CC=C2)C=O ([1,2,4]triazolo[1,5-a]pyridin-2-yl)methanone